C1=CC=C(C(=C1)C(C2=CC=C(C=C2)Cl)C(Cl)Cl)Cl o,p'-dichlorodiphenyldichloroethane